C(C)(C)N1N=CC(=N1)S(=O)(=O)C1=NN(CC1C1=CC=CC=C1)C(NCCS(N)(=O)=O)=N ((2-isopropyl-2H-1,2,3-triazol-4-yl)sulfonyl)-4-phenyl-N-(2-sulfamoylethyl)-4,5-dihydro-1H-pyrazole-1-carboximidamide